sodium 2-methyl-2-(6-(trifluoromethoxy)pyridazin-3-yl)propanoate CC(C(=O)[O-])(C)C=1N=NC(=CC1)OC(F)(F)F.[Na+]